1-cyclopropyl-4-fluoro-1H-indazole-5-amine C1(CC1)N1N=CC2=C(C(=CC=C12)N)F